ClC1=C(C=NN(C1=O)C1CCC(CC1)N(C1=CC=C(C#N)C=C1)C1CC1)NCC1COCCS1(=O)=O 4-(((1s,4s)-4-(5-chloro-4-(((4,4-dioxido-1,4-oxathian-3-yl)methyl)amino)-6-oxopyridazin-1(6H)-yl)cyclohexyl)(cyclopropyl)amino)benzonitrile